OC1CCN(CC1)C=1C=CC(=NC1)NC=1C=CC(=C2CNC(C12)=O)C1=CN=C2N1C=CC(=C2)OC 7-[[5-(4-hydroxy-1-piperidyl)-2-pyridyl]amino]-4-(7-methoxyimidazo[1,2-a]pyridin-3-yl)isoindolin-1-one